(S)-N-(5-chloro-2,4-difluorophenyl)-5-fluoro-N-methyl-2-(6-methyl-4-(trifluoromethyl)pyridin-2-yl)-3-oxoisoindoline-1-carboxamide ClC=1C(=CC(=C(C1)N(C(=O)[C@H]1N(C(C2=CC(=CC=C12)F)=O)C1=NC(=CC(=C1)C(F)(F)F)C)C)F)F